(S)-3-(9-(((3-Aminooxetan-3-yl)methyl)amino)-5,6-dihydrobenzo[f]imidazo[1,2-d][1,4]oxazepin-2-yl)-4-(difluoromethyl)oxazolidin-2-one NC1(COC1)CNC1=CC2=C(C=3N(CCO2)C=C(N3)N3C(OC[C@H]3C(F)F)=O)C=C1